C(C)(C)(C)[Si](C)(C)OC1CN(C1)C1=CC(=NC(=C1)C)Cl tert-butyl-[1-(2-chloro-6-methyl-4-pyridyl)azetidin-3-yl]oxy-dimethyl-silane